tert-butyl ((2R)-3-hydroxy-1-(4'-(trifluoromethyl)-[1,1'-biphenyl]-4-yl)hexan-2-yl)carbamate OC([C@@H](CC1=CC=C(C=C1)C1=CC=C(C=C1)C(F)(F)F)NC(OC(C)(C)C)=O)CCC